1-[6-[3,3-difluoro-4-piperidinyl]-5-fluoro-1-methyl-indazol-3-yl]hexahydropyrimidine-2,4-dione hydrochloride Cl.FC1(CNCCC1C1=C(C=C2C(=NN(C2=C1)C)N1C(NC(CC1)=O)=O)F)F